C(C)(C)(C)OC(=O)N1CC2=NN(C=C2C1)C1=CC=C(C=C1)B1OC(C)(C)C(C)(C)O1 (4-(5-(tert-butoxycarbonyl)-5,6-dihydropyrrolo[3,4-c]pyrazol-2(4H)-yl)phenyl)boronic acid pinacol ester